(5R)-2-(1-Ethylpyrazol-3-yl)-N-[(3S)-9-fluoro-2-oxo-5-phenyl-1,3-dihydro-1,4-benzodiazepin-3-yl]-5-methyl-6,7-dihydro-5H-pyrazolo[5,1-b][1,3]oxazine-3-carboxamide C(C)N1N=C(C=C1)C1=NN2C(O[C@@H](CC2)C)=C1C(=O)N[C@@H]1C(NC2=C(C(=N1)C1=CC=CC=C1)C=CC=C2F)=O